4-hydroxyglutarate OC(CCC(=O)[O-])C(=O)[O-]